(2-cyclopropyl-4-isopropyl-7-oxofuro[2,3-d]pyridazin-6(7H)-yl)-N-(pyrimidin-2-yl)acetamide C1(CC1)C1=CC2=C(C(N(N=C2C(C)C)CC(=O)NC2=NC=CC=N2)=O)O1